C(CCCCCCC)C(C(=O)OCCN(CCN1CCN(CC1)CCN(CCOC(C(CCCCCCCCCC)CCCCCCCC)=O)CCOC(C(CCCCCCCCCC)CCCCCCCC)=O)CCOC(C(CCCCCCCCCC)CCCCCCCC)=O)CCCCCCCCCC ((piperazine-1,4-diylbis(ethane-2,1-diyl))bis(azanetriyl))tetrakis(ethane-2,1-diyl) tetrakis(2-octyldodecanoate)